Cl.FC(O[C@H]1C[C@H](C1)OCC(=O)N)(F)F 2-(cis-3-(trifluoromethoxy)cyclobutoxy)acetamide HCl salt